1-(2-(3,5-dimethylisoxazol-4-yl)-3-(4-(3-methoxy-3-methylazetidin-1-yl)phenyl)-7-methylquinolin-5-yl)ethan-1-ol CC1=NOC(=C1C1=NC2=CC(=CC(=C2C=C1C1=CC=C(C=C1)N1CC(C1)(C)OC)C(C)O)C)C